O=C1OC2=CC(=CC=C2C(=C1)C1=C(C=CC=C1)C)C1C(C1)C(=O)OCC ethyl (rac)-2-(2-oxo-4-(o-tolyl)-2H-chromen-7-yl)cyclopropane-1-carboxylate